S(=O)(=O)([O-])[O-].[NH4+].[NH4+] ammonium sulfate salt